5-((1-(6-chloro-7-((3,3-difluorocyclobutyl)methoxy)-2-oxo-1,2-dihydroquinolin-3-yl)ethyl)amino)-1-methyl-6-oxo-1,6-dihydropyridine-2-carbonitrile ClC=1C=C2C=C(C(NC2=CC1OCC1CC(C1)(F)F)=O)C(C)NC1=CC=C(N(C1=O)C)C#N